N-(1-methyl-1H-tetrazol-5-yl)-2-(((2-oxo-3-(4-(trifluoromethoxy)benzyl)oxazolidin-4-yl)methoxy)methyl)-6-(trifluoromethyl)nicotinamide CN1N=NN=C1NC(C1=C(N=C(C=C1)C(F)(F)F)COCC1N(C(OC1)=O)CC1=CC=C(C=C1)OC(F)(F)F)=O